ClC=1C=CC(=C(C(=O)N[C@@H](C)C2=CC=C(C(=O)O)C=C2)C1)OC1=C(C=CC=C1F)F 4-((1S)-1-{[5-chloro-2-(2,6-difluorophenoxy)benzoyl]amino}ethyl)benzoic acid